methyl 4-(bromomethyl)-2-(methylthio)pyrimidine-5-carboxylate BrCC1=NC(=NC=C1C(=O)OC)SC